C12(CCC(CC1)CC2)CO bicyclo[2.2.2]Octane-1-yl-methanol